C(C)(C)(C)OC(N(CCOC)CCC1=CC=C(C=C1)Br)=O (4-bromophenyl-ethyl)(2-methoxyethyl)carbamic acid tert-butyl ester